FC1=C(C=C(C(=C1O)O)OC)C1=NC2=C(N1C1(COC1)C)C=CC(=C2)NC(C2=CC=NC=C2)=O N-(2-(2-fluoro-3,4-dihydroxy-5-methoxyphenyl)-1-(3-methyloxetan-3-yl)-1H-benzo[d]imidazol-5-yl)isonicotinamide